(6R)-3-(5-(difluoromethoxy)-2-fluorophenyl)-N-(3-methyl-1,1-dioxidothietan-3-yl)-1-(1-(thiazol-2-yl)ethyl)-4,5,6,7-tetrahydro-1H-indazole-6-carboxamide FC(OC=1C=CC(=C(C1)C1=NN(C=2C[C@@H](CCC12)C(=O)NC1(CS(C1)(=O)=O)C)C(C)C=1SC=CN1)F)F